FC(N1N=CC(=C1)C1=C2C(=NC=C1)N(N=C2CNC(C=C)=O)C2=CC=C(C=C2)OC(F)(F)F)F N-((4-(1-(difluoromethyl)-1H-pyrazol-4-yl)-1-(4-(trifluoromethoxy)phenyl)-1H-pyrazolo[3,4-b]pyridin-3-yl)methyl)acrylamide